5-methyl-cytidine-5'-triphosphate P(O)(=O)(OP(=O)(O)OP(=O)(O)O)OC[C@@H]1[C@H]([C@H]([C@@H](O1)N1C(=O)N=C(N)C(=C1)C)O)O